C(=O)(O)C1(CC1)CCCCC1=C(C(=C(C=C1C)C)C)CCCCCC1(CC1)C(=O)O 1-(5-(2-(4-(1-carboxycyclopropyl)butyl)-3,5,6-trimethylphenyl)pentyl)cyclopropane-1-carboxylic acid